Methyl-3-(2-((1S,2S,5R)-1-hydroxy-2-isopropyl-5-methylcyclohexane-1-carboxamido)ethyl)benzoate COC(C1=CC(=CC=C1)CCNC(=O)[C@]1([C@@H](CC[C@H](C1)C)C(C)C)O)=O